(R)-5-((tert-butoxycarbonyl)amino)-1-fluoro-6,7,8,9-tetrahydro-5H-benzo[7]annulen-2-yl trifluoromethanesulfonate FC(S(=O)(=O)OC=1C=CC2=C(CCCC[C@H]2NC(=O)OC(C)(C)C)C1F)(F)F